(-)-2-[4-chloro-2-oxo-1'-(1H-pyrazolo[3,4-b]pyridine-5-carbonyl)spiro[indole-3,4'-piperidine]-1-yl]-3-(morpholin-4-yl)-N-(2,2,2-trifluoroethyl)propionamide ClC1=C2C(=CC=C1)N(C(C21CCN(CC1)C(=O)C=1C=C2C(=NC1)NN=C2)=O)C(C(=O)NCC(F)(F)F)CN2CCOCC2